FC(C(=O)OC1C[C@H]2CC[C@@H](C1)N2C)C2=CC=CC=C2 (1R,3r,5S)-8-methyl-8-azabicyclo[3.2.1]octan-3-yl 2-fluoro-2-phenylacetate